CC1([C@@H]([C@@H]1[C@H](C(Br)(Br)Br)Br)C(=O)O[C@@H](C1=CC(=CC=C1)OC1=CC=CC=C1)C#N)C |&1:4| (S)-α-cyano-3-phenoxybenzyl (1R,3S)-2,2-dimethyl-3-[(RS)-1,2,2,2-tetrabromoethyl]cyclopropanecarboxylate